CC(C)S(=O)(=O)C(C)C (1-methylethyl) sulfone